5-(2-fluoropyridin-4-yl)-2,3-dihydro-1H-inden-4-ol Sodium nitrite N(=O)[O-].[Na+].FC1=NC=CC(=C1)C1=C(C=2CCCC2C=C1)O